(6-(1,3-dioxolan-2-yl)-2,4-difluoro-3-(trimethylsilyl)phenyl)-2-fluoroethan-1-one O1C(OCC1)C1=CC(=C(C(=C1C(CF)=O)F)[Si](C)(C)C)F